FC=1C(=NC=C(C1)C(F)(F)F)N1CCN(CC1)CC1=CC(=C(OC(C(=O)O)(C)C)C(=C1)C)C 2-(4-((4-(3-fluoro-5-(trifluoromethyl)pyridin-2-yl)piperazin-1-yl)methyl)-2,6-dimethylphenoxy)-2-methylpropanoic acid